dihydro-pyrrolo[2,3-b]pyridine-1-carboxylic acid tert-butyl ester C(C)(C)(C)OC(=O)N1CCC=2C1=NC=CC2